N-Cyclopropyl-5-(methylsulfamoyl)-2-[[4-(trifluoromethyl)phenyl]methylamino]benzamide C1(CC1)NC(C1=C(C=CC(=C1)S(NC)(=O)=O)NCC1=CC=C(C=C1)C(F)(F)F)=O